6-[4-[(2-methylpropan-2-yl)oxycarbonyl]piperazin-1-yl]pyridazine-3-carboxylic acid methyl ester COC(=O)C=1N=NC(=CC1)N1CCN(CC1)C(=O)OC(C)(C)C